1,3-bis(2-(4-hydroxy-3,5-dimethylphenyl)-2-propyl)benzene OC1=C(C=C(C=C1C)C(C)(C)C1=CC(=CC=C1)C(C)(C)C1=CC(=C(C(=C1)C)O)C)C